4-methyl-4-chlorotetracyclo[6.2.1.13,6.02,7]Dodec-9-ene CC1(C2C3C4C=CC(C3C(C1)C2)C4)Cl